2-methyl-4-(piperazin-1-yl)-N-(2,3,7-trimethyl-1,3-benzodiazol-5-yl)indazole-7-carboxamide trifluoroacetate FC(C(=O)O)(F)F.CN1N=C2C(=CC=C(C2=C1)N1CCNCC1)C(=O)NC1=CC2=C(N=C(N2C)C)C(=C1)C